FC(C(=O)O)(F)F.FC1(C(CNCC1)C=1C=NC(=C(C#N)C1)OC)F 5-(4,4-difluoropiperidin-3-yl)-2-methoxynicotinonitrile, trifluoroacetic acid salt